2-((2S,4S)-1-acryloyl-4-(4-(3-(dimethylamino)-3-methylazetidin-1-yl)-7-(2,3-dimethylphenyl)-6-fluoro-8-methyl-1H-[1,2,3]triazolo[4,5-c]quinolin-1-yl)piperidin-2-yl)acetonitrile C(C=C)(=O)N1[C@@H](C[C@H](CC1)N1N=NC=2C(=NC=3C(=C(C(=CC3C21)C)C2=C(C(=CC=C2)C)C)F)N2CC(C2)(C)N(C)C)CC#N